BrC1=CC=C(C=C1)C(C)(C)C=1N=C(SC1)NC(=O)NCC1=CC(=C(C=C1)F)Cl 1-(4-(2-(4-bromophenyl)-propan-2-yl)thiazol-2-yl)-3-(3-chloro-4-fluorobenzyl)urea